1,4-bis(phenylsulfonyldiazomethylsulfonyl)butane C1(=CC=CC=C1)S(=O)(=O)C(S(=O)(=O)CCCCS(=O)(=O)C(=[N+]=[N-])S(=O)(=O)C1=CC=CC=C1)=[N+]=[N-]